CC1(OC2=C(C1=O)C=CC(=C2)NC2=NC=C(C(=N2)N[C@H](CO)C2=CC=CC=C2)C(=O)NNC(C(F)(F)F)=O)C (S)-2-(2,2-dimethyl-3-oxo-2,3-dihydrobenzofuran-6-ylamino)-4-(2-hydroxy-1-phenylethylamino)-N'-(2,2,2-trifluoroacetyl)pyrimidine-5-carbohydrazide